6-(3'-((1r,3r)-adamantan-2-yl)-5'-isopropyl-2'-methoxy-4-methyl-[1,1'-biphenyl]-2-yl)pyridine C12C(C3CC(CC(C1)C3)C2)C=2C(=C(C=C(C2)C(C)C)C2=C(C=C(C=C2)C)C2=CC=CC=N2)OC